C1([C@H](O)[C@H](O)[C@@H](O)[C@@H](O1)C)C(C(=O)[O-])(C(CCCCCCCCC)O)C(C(CCCCCCCC)O)=O L-rhamnosyl-β-hydroxydecanoyl-β-hydroxydodecanoate